N[C@@H]1CN(CC[C@H]1F)C1=NC2=C(N1CC1=NC=C(C#N)C=C1)C=C(C=C2)Cl 6-((2-((3R,4R)-3-amino-4-fluoropiperidin-1-yl)-6-chloro-1H-benzo[d]imidazol-1-yl)methyl)nicotinonitrile